CC(C)(C)C=1C=C(C=CC1O)C(CC(=O)OCCOC(CC(C)(C1=CC(=C(C=C1)O)C(C)(C)C)C1=CC(=C(C=C1)O)C(C)(C)C)=O)(C)C1=CC(=C(C=C1)O)C(C)(C)C Ethylene bis[3,3-bis[3-(1,1-dimethylethyl)-4-hydroxyphenyl] butyrate]